4-amino-N-((1S,9S)-9-ethyl-5-fluoro-9-hydroxy-4-methyl-10,13-dioxo-2,3,9,10,13,15-hexahydro-1H,12H-benzo[de]pyrano[3',4':6,7]indolizino[1,2-b]quinolin-1-yl)-2,2-difluorobutanamide NCCC(C(=O)N[C@H]1CCC=2C=3C1=C1C(=NC3C=C(C2C)F)C2=CC3=C(C(N2C1)=O)COC([C@]3(O)CC)=O)(F)F